4-nitrophenyl (2-(pyridin-2-yldisulfanyl) ethyl) carbonate C(OC1=CC=C(C=C1)[N+](=O)[O-])(OCCSSC1=NC=CC=C1)=O